(S)-(3-(2-((1-Hydroxybutan-2-yl)amino)-5-(trifluoromethyl)pyrimidin-4-yl)-1H-indole-7-yl)dimethylphosphine oxide OC[C@H](CC)NC1=NC=C(C(=N1)C1=CNC2=C(C=CC=C12)P(C)(C)=O)C(F)(F)F